CC1=C(OC2=C(C=C(C=C2C1=O)C)[C@@H](C)NC=1C=NC=CC1)C1=CC=CC=C1 3,6-Dimethyl-2-phenyl-8-[(1R)-1-(3-pyridylamino)ethyl]chromen-4-one